1-(5-(imidazo[1,2-a]pyridin-7-yl)-1-methyl-1H-pyrazol-3-yl)-3-(4-((4-methylpiperazin-1-yl)methyl)-3-(trifluoromethyl)phenyl)urea N=1C=CN2C1C=C(C=C2)C2=CC(=NN2C)NC(=O)NC2=CC(=C(C=C2)CN2CCN(CC2)C)C(F)(F)F